NC=1C(=NC(=C(N1)F)C1=CC(=C(C=C1)O)C(C)N(C)C)C=1C=C2C(=CNC(C2=CC1)=O)F 6-(3-amino-6-(3-(1-(dimethylamino)ethyl)-4-hydroxyphenyl)-5-fluoropyrazin-2-yl)-4-fluoroisoquinolin-1(2H)-one